C(C)OC(=O)C1=C(N=C(N1)[C@H]1N(CCC1)C(=O)OC(C)(C)C)C1=CC=C(C=C1)C(NC1=NC=CC(=C1)C(F)(F)F)=O.ClC1=NC=CC=C1S(=O)(=O)CC 2-chloro-3-(ethylsulfonyl)pyridine (S)-ethyl-2-(1-(tert-butoxycarbonyl)pyrrolidin-2-yl)-4-(4-((4-(trifluoro-methyl)pyridin-2-yl)carbamoyl)phenyl)-1H-imidazole-5-carboxylate